2-piperidylethanolamine N1C(CCCC1)C(O)CN